2-Amino-4-(trifluoromethyl)pyridine NC1=NC=CC(=C1)C(F)(F)F